C=1(C(=CC=CC1)C(=O)C(C(=O)O)(O)C(O)C(=O)O)C (-)-toluoyltartaric acid